10-(2,4,5-trifluorophenyl)-2H-[1,4]thiazino[2,3,4-ij]quinazolin-5(3H)-one FC1=C(C=C(C(=C1)F)F)C1=CC=C2C=NC(N3C2=C1SCC3)=O